C(C)(C)(C)OC(=O)N1CCC(CC1)C(=O)C=1OC(=CN1)C1=CC=CC=C1 4-(5-Phenyloxazole-2-carbonyl)piperidine-1-carboxylic acid tert-butyl ester